COC(=O)C=1C(N(C2=CC(=CC=C2C1N)OC)C=1C=NC(=CC1)C)=O 4-Amino-1-(6-methylpyridin-3-yl)-2-oxo-7-methoxy-1,2-dihydroquinoline-3-carboxylic acid methyl ester